C(C)(C)(C)OC(=O)N1CCC(CC1)C=1SC(=CN1)NC(=O)OC(C)(C)C 4-(5-((tert-Butoxycarbonyl)amino)thiazol-2-yl)piperidine-1-carboxylic acid tert-butyl ester